4-methylthiophene-5-carboxylic acid CC=1C=CSC1C(=O)O